(5-(2-ethyl-6-methylbenzo[d]oxazol-5-yl)pyridin-2-yl)-3,5-difluoroisonicotinamide C(C)C=1OC2=C(N1)C=C(C(=C2)C)C=2C=CC(=NC2)C=2C(=C(C(=O)N)C(=CN2)F)F